N1C=C(C2=CC=CC=C12)C=1NC2=CC=CC=C2C1 2-(1H-Indol-3-yl)-1H-indol